ClCCOC1OCCCC1 2-(2-chloroethoxy)tetrahydropyran